BrC1=CC=C2C[C@@H](N(CC2=C1)C(=O)OCC)C(=O)OC 2-ethyl 3-methyl (R)-7-bromo-3,4-dihydroisoquinoline-2,3(1H)-dicarboxylate